Rac-tri(tetrahydrofuran-2-yl)methane O1C(CCC1)C(C1OCCC1)C1OCCC1